COC(=O)C1=CC=C(C=C1)C1=C(C=C(C(=C1)F)C=1C=NN(C1)C(C)OCC)F 4'-(1-(1-ethoxyethyl)-1H-pyrazol-4-yl)-2',5'-difluoro-[1,1'-biphenyl]-4-carboxylic acid methyl ester